C(C)(C)(C)OC(=O)N1[C@H](C2=CC=C(C=C2C[C@@H]1CCCC)OC)C=1C=NC(=CC1)C(NC1CCC1)=O (1R,3S)-3-butyl-1-(6-(cyclobutylcarbamoyl)pyridin-3-yl)-6-methoxy-3,4-dihydroisoquinoline-2(1H)-carboxylic acid tert-butyl ester